N-(4-{[6-(5-chloro-2-fluoro-phenyl)-3-[(2-hydroxyethyl)-sulfanyl]pyridazin-4-yl]amino}-pyridin-2-yl)-3-[(3,5-dimethyl-piperazin-1-yl)methyl]bicyclo-[1.1.1]pentane-1-carboxamide ClC=1C=CC(=C(C1)C1=CC(=C(N=N1)SCCO)NC1=CC(=NC=C1)NC(=O)C12CC(C1)(C2)CN2CC(NC(C2)C)C)F